6-methoxy-2-[2-(pyridin-3-yl)-1,3-benzoxazol-5-yl]-1,2,3,4-tetrahydroisoquinolin-1-one COC=1C=C2CCN(C(C2=CC1)=O)C=1C=CC2=C(N=C(O2)C=2C=NC=CC2)C1